Iron (III) 1,3,5-benzenetricarboxylate C1(=CC(=CC(=C1)C(=O)[O-])C(=O)[O-])C(=O)[O-].[Fe+3]